1-(4,6-Dichloropyrimidin-2-yl)-4-(2,6-difluorophenyl)-4-methylpentane-1,3-dione ClC1=NC(=NC(=C1)Cl)C(CC(C(C)(C)C1=C(C=CC=C1F)F)=O)=O